S1C(=NC=C1)C1=CC(=CC=2N=C(OC21)N2CC1N(C(C2)C1)C(=O)OC(C)(C)C)C(C(F)(F)F)(C)OC tert-Butyl 3-(7-(thiazol-2-yl)-5-(1,1,1-trifluoro-2-methoxypropan-2-yl)benzo[d]oxazol-2-yl)-3,6-diazabicyclo[3.1.1]heptane-6-carboxylate